C1=C(C=CC2=CC3=CC(=CC=C3C=C12)CO)CO anthracene-2,6-dimethanol